3,3-dimethylbutane-1-carboxamide CC(CCC(=O)N)(C)C